ClC=1C=CC=2C3=C(NC(C2C1)=O)COCC3N(C(=O)NC3=CC(=C(C=C3)F)C#N)C 1-(8-chloro-6-oxo-1,4,5,6-tetrahydro-2H-pyrano[3,4-c]isoquinolin-1-yl)-3-(3-cyano-4-fluorophenyl)-1-methylurea